BrC1=C(N)C=C(C(=C1)Cl)F 2-Bromo-4-chloro-5-fluoroaniline